dimethylbenzimidamide formic acid salt C(=O)O.CC=1C(=C(C(N)=N)C=CC1)C